N-hexyl-pyrrolidinium acetate C(C)(=O)[O-].C(CCCCC)[NH+]1CCCC1